6-[(3S)-3-(cyanomethyl)piperazin-1-yl]-N-(3-hydroxy-1-naphthyl)-2-[(2-methylpyrazol-3-yl)methoxy]pyrimidine-4-carboxamide C(#N)C[C@H]1CN(CCN1)C1=CC(=NC(=N1)OCC=1N(N=CC1)C)C(=O)NC1=CC(=CC2=CC=CC=C12)O